NC(C(=O)O)CCCCCCCN 2,9-diaminononanoic acid